FC=1C=CC=C2C=NC(=NC12)OC[C@]12CCCN2C[C@@H](C1)F 8-fluoro-2-(((2R,7aS)-2-fluorotetrahydro-1H-pyrrolizin-7a(5H)-yl)methoxy)quinazoline